3-(2-chloro-6-methyl-4-pyridinyl)-2-(3-cyanophenyl)pyrazolo[1,5-a]pyrimidine-5-carboxylic acid ClC1=NC(=CC(=C1)C=1C(=NN2C1N=C(C=C2)C(=O)O)C2=CC(=CC=C2)C#N)C